1-[4-(2,2-dimethyl-4-oxo-5-aza-3-oxahex-6-yl)phenyl]piperidine-4-carboxylic acid methyl ester COC(=O)C1CCN(CC1)C1=CC=C(C=C1)CNC(OC(C)(C)C)=O